[C@@H]1([C@@H](O)[C@H](O)[C@H](O)[C@@H](O1)C)OCCNC([C@@H](N(CC(NCCO[C@H]1[C@@H](O)[C@H](O)[C@H](O)[C@@H](O1)C)=O)CC(=O)NCCO[C@H]1[C@@H](O)[C@H](O)[C@H](O)[C@@H](O1)C)CCCCN)=O N-{2-[(α-L-fucopyranosyl)oxy]ethyl}-N2,N2-bis[2-({2-[(α-L-fucopyranosyl)oxy]ethyl}amino)-2-oxoethyl]-L-lysinamide